6-(Cyclopropanecarboxamido)-4-((2-(Dimethylphosphoryloxy)phenyl)amino)nicotinamide C1(CC1)C(=O)NC1=NC=C(C(=O)N)C(=C1)NC1=C(C=CC=C1)OP(=O)(C)C